CC1(C2C=CC(C1)C2)C(=O)O 2-methylbicyclo[2.2.1]-5-heptene-2-carboxylic acid